4-(trifluoromethyl)piperidin-2-one FC(C1CC(NCC1)=O)(F)F